tetramethylxylenediamine CC(C=1C(=C(C(=C(C1C)C)N)N)C)C